6-Ethyl-N-[2-[[3-(4-piperidyloxy)phenoxy]methyl]phenyl]thieno[2,3-b]pyrrole-5-carboxamide C(C)N1C2=C(C=C1C(=O)NC1=C(C=CC=C1)COC1=CC(=CC=C1)OC1CCNCC1)C=CS2